(2'R,4R,4'R)-3,7'-dimethyl-1,2'-diphenyl-1'-tosyl-4'-vinyl-1',4'-dihydro-2'H-spiro[pyrazole-4,3'-quinolin]-5(1H)-one CC1=NN(C([C@]12[C@H](N(C1=CC(=CC=C1[C@H]2C=C)C)S(=O)(=O)C2=CC=C(C)C=C2)C2=CC=CC=C2)=O)C2=CC=CC=C2